diethyl ((6-(5-(2-aminoacetamido)pyrimidin-2-yl)-1,2,4,5-tetrazin-3-yl)methyl)phosphonate NCC(=O)NC=1C=NC(=NC1)C1=NN=C(N=N1)CP(OCC)(OCC)=O